OC=1C=C(C(=O)N2CC(C=CC2)C)C=CN1 1-(2-hydroxyisonicotinoyl)-3-methyl-1,2,3,6-tetrahydropyridin